FC1(CCC(CC1)C(C(=O)NC1=CC=C(C=C1)C1=C(C=NC=C1C)C)NC(=O)C1=CC=NN1C)F N-(1-(4,4-difluorocyclohexyl)-2-((4-(3,5-dimethylpyridin-4-yl)phenyl)amino)-2-oxoethyl)-1-methyl-1H-pyrazole-5-carboxamide